4-[4-(methylsulfonyl)phenyl]-3-phenyl-2(5H)-furanone CS(=O)(=O)C1=CC=C(C=C1)C1=C(C(OC1)=O)C1=CC=CC=C1